(Z)-N-(furan-2-ylmethyl)-2-methylundecane-1-imine oxide O1C(=CC=C1)C/[N+](=C/C(CCCCCCCCC)C)/[O-]